ClC1=NC=C(C=C1)OCOCC 2-chloro-5-(ethoxymethoxy)pyridine